FC1=CC=C(C=C1)C1=CN=C(O1)NC=1C=CC(=NC1)C(=O)OC methyl 5-((5-(4-fluorophenyl)oxazol-2-yl)amino)picolinate